ethyl 2-(2-((5-(3-(aminomethyl)phenyl)-7-(azetidin-1-ylmethyl)benzofuran-3-yl)methoxy)phenyl)acetate NCC=1C=C(C=CC1)C=1C=C(C2=C(C(=CO2)COC2=C(C=CC=C2)CC(=O)OCC)C1)CN1CCC1